tert-butyl (R)-4-((7H-pyrrolo[2,3-d]pyrimidin-4-yl)amino)azepane-1-carboxylate N1=CN=C(C2=C1NC=C2)N[C@H]2CCN(CCC2)C(=O)OC(C)(C)C